C(=O)(C(=O)O)OB(OC(=O)C(=O)O)[O-].[K+] potassium bis-oxaloborate